1,4-bis(oxazol-5-yl)benzene O1C=NC=C1C1=CC=C(C=C1)C1=CN=CO1